tert-Butyl rac-(1R,2R)-2-(4-(tosyloxy)butyl)cyclopropane-1-carboxylate S(=O)(=O)(C1=CC=C(C)C=C1)OCCCC[C@H]1[C@@H](C1)C(=O)OC(C)(C)C |r|